N-(5-(2-(1-cyclopropylethyl)-7-(dimethylphosphoryl)-oxoisoindolin-5-yl)-4-methylthiazol-2-yl)cyclopropanecarboxamide C1(CC1)C(C)N1C(C2=C(C=C(C=C2C1)C1=C(N=C(S1)NC(=O)C1CC1)C)P(=O)(C)C)=O